6-amino-4-bromo-2,3-dihydrobenzofuran-7-carboxamide NC1=C(C2=C(CCO2)C(=C1)Br)C(=O)N